(E)-3-(3-(2-trifluoromethylphenyl)acryloyl)-4-phenyloxazolidine-2-one FC(C1=C(C=CC=C1)/C=C/C(=O)N1C(OCC1C1=CC=CC=C1)=O)(F)F